3,4-dihydroxyl-phenylalanine OC=1C=C(C[C@H](N)C(=O)O)C=CC1O